1-[2-(3,5-dimethyl-1,2-oxazol-4-yl)acetyl]-4-fluoro-N-{phenyl[4-(propan-2-yl)phenyl]methyl}pyrrolidine-2-carboxamide CC1=NOC(=C1CC(=O)N1C(CC(C1)F)C(=O)NC(C1=CC=C(C=C1)C(C)C)C1=CC=CC=C1)C